CC1=C(C=CC=C1C)NC1=C(C(=O)O)C=CC=C1 2-(2,3-Dimethylphenyl)aminobenzoic acid